(E)-N-(4-methoxyphenyl)-3-[8-(2-methoxypyrimidin-5-yl)-2,2-dimethyl-2H-chromen-6-yl]acrylamide COC1=CC=C(C=C1)NC(\C=C\C=1C=C2C=CC(OC2=C(C1)C=1C=NC(=NC1)OC)(C)C)=O